C1(CC1)C1=CN=C2N1N=C(C=C2N(C(OC(C)(C)C)=O)C2=CC(=CC=C2)F)OC2CCN(CC2)C tert-butyl (3-cyclopropyl-6-((1-methylpiperidin-4-yl)oxy)imidazo[1,2-b]pyridazin-8-yl)(3-fluorophenyl)carbamate